C(=O)C1=C(OCC2=CC=C(C(=O)OCCNC(C)=O)C=C2)C=CC=C1 2-acetamidoethyl 4-((2-formylphenoxy)methyl)benzoate